2-Boc-4-methoxymethyl-2-azabicyclo[2.1.1]Hexane-1-carboxylic acid methyl ester COC(=O)C12N(CC(C1)(C2)COC)C(=O)OC(C)(C)C